C(C)(C)(C)N1N=C(C=C1NC=1C=2N(C=CN1)N=C(C2)C)[C@@H]2C[C@@H](CC2)O[Si](C)(C)C(C)(C)C N-(1-(tert-butyl)-3-((1S,3R)-3-((tert-butyldimethylsilyl)oxy)cyclopentyl)-1H-pyrazol-5-yl)-2-methylpyrazolo[1,5-a]pyrazin-4-amine